C(C)(C)OC([C@H](CC1=CC(=CC=C1)S(=O)(=O)C)NC(=O)C1=C(C2=C(C(=NS2)NCC2=CC(=C(C=C2)OC)O)C=C1Cl)Cl)=O (s)-2-(5,7-dichloro-3-((3-hydroxy-4-methoxybenzyl)amino)benzisothiazole-6-carboxamido)-3-(3-(methylsulfonyl)phenyl)propanoic acid isopropyl ester